FC=1C(=C(C(=C(C1COC)F)C)CO)C 3,5-difluoro-2,6-dimethyl-4-methoxymethylphenylmethanol